1-(2,2,2-trifluoroethyl)-1H-indol FC(CN1C=CC2=CC=CC=C12)(F)F